ClC=1C=C2C(=NC1OC)C(=C(N2C)C=2NC(=NN2)C(=O)N(C)C)C=2C=NNC2 5-(6-chloro-5-methoxy-1-meth-yl-3-(1H-pyrazol-4-yl)-1H-pyrrolo[3,2-b]pyridin-2-yl)-N,N-dimethyl-4H-1,2,4-triazole-3-carboxamide